ClC1=C2C(N(C(NC2=C(C(=C1)C=C)F)=O)C)=O 5-chloro-7-vinyl-8-fluoro-3-methyl-1H-quinazoline-2,4-dione